C(C1=CC=CC=C1)NC(CC1=NC=C(C=C1)C1=CC=C(C=C1)OCCN1CC(C1)OC)=O N-benzyl-2-(5-(4-(2-(3-methoxyazetidin-1-yl)ethoxy)phenyl)pyridin-2-yl)acetamide